4-(6-(4-(3-Phenyl-5H-imidazo[1,2-c]pyrido[3,4-e][1,3]oxazin-2-yl)benzyl)-2,6-diazaspiro[3.3]heptan-2-yl)pyrimidine-2-carbonitrile C1(=CC=CC=C1)C1=C(N=C2N1COC1=C2C=NC=C1)C1=CC=C(CN2CC3(CN(C3)C3=NC(=NC=C3)C#N)C2)C=C1